(S)-tert-butyl 2-(6-(6-amino-5-(thiazol-2-yl)pyridin-3-yl)isochroman-8-yl)pyrrolidine-1-carboxylate NC1=C(C=C(C=N1)C=1C=C2CCOCC2=C(C1)[C@H]1N(CCC1)C(=O)OC(C)(C)C)C=1SC=CN1